1-(3-cyanobenzyl)-1H-1,2,4-triazole-3-carboxylate C(#N)C=1C=C(CN2N=C(N=C2)C(=O)[O-])C=CC1